N-(4-(4-amino-5-(4-(4-fluorobenzoyl)-3-methoxyphenyl)pyrazolo[5,1-f][1,2,4]triazin-6-yl)phenyl)acrylamide NC1=NC=NN2C1=C(C(=N2)C2=CC=C(C=C2)NC(C=C)=O)C2=CC(=C(C=C2)C(C2=CC=C(C=C2)F)=O)OC